6-{3-azabicyclo[3.1.0]hexan-3-yl}-N-(5-chloropyridin-2-yl)-1'-(cyclopropylmethyl)-3',6'-dihydro-2'H-[4,4'-bipyridin]-2-amine C12CN(CC2C1)C1=CC(=CC(=N1)NC1=NC=C(C=C1)Cl)C=1CCN(CC1)CC1CC1